C(#N)[C@@]1(N(CCC1)C(=O)C1=CC(=C2N1[C@H](CC1=CC(=C(C=C21)C(=O)NC2(CCC2)C#N)OC)C)C=2SC=CC2)C (S)-3-((R)-2-cyano-2-methylpyrrolidine-1-carbonyl)-N-(1-cyanocyclobutyl)-8-methoxy-5-methyl-1-(thiophen-2-yl)-5,6-dihydropyrrolo[2,1-a]isoquinoline-9-carboxamide